F[C@H]1[C@H](CNC1)N1N=CC(=C1)S(=O)(=O)N 1-[(3S,4R)-4-fluoropyrrolidin-3-yl]pyrazole-4-sulfonamide